CN1CCOCCC1 4-methyl-1,4-oxaazepan